COC1=NC(=CC=C1C1C(OC(C1C)(C(F)(F)F)C)C(=O)NC1=CC(=NC=C1)C(=O)N)C(F)(F)F 4-[[3-[2-methoxy-6-(trifluoromethyl)-3-pyridinyl]-4,5-dimethyl-5-(trifluoromethyl)tetrahydrofuran-2-carbonyl]amino]pyridine-2-carboxamide